1-(2-fluoroethyl)-3-methoxy-1H-pyrazole-4-carboxylic acid FCCN1N=C(C(=C1)C(=O)O)OC